1-((3R)-1-(sec-Butyl)piperidin-3-yl)-6-methyl-5-(8-methyl-[1,2,4]triazolo[1,5-a]pyridin-6-yl)-1,3-dihydro-2H-benzo[d]imidazol-2-on C(C)(CC)N1C[C@@H](CCC1)N1C(NC2=C1C=C(C(=C2)C=2C=C(C=1N(C2)N=CN1)C)C)=O